(S)-2-(butylsulfonyl)-3-phenylisoxazolidine C(CCC)S(=O)(=O)N1OCC[C@H]1C1=CC=CC=C1